NC=1C=2N(C(=C(N1)C1=C(C#N)C=CC=C1)C1=CC=NN1CC)N=C(N2)C(O)C2=C(C=CC=C2F)F (8-amino-2-((2,6-difluorophenyl)(hydroxy)methyl)-5-(1-ethyl-1H-pyrazol-5-yl)-[1,2,4]triazolo[1,5-a]pyrazin-6-yl)benzonitrile